racemic-4-[[2-[2-fluoro-5-hydroxy-4-(2-hydroxy-1-methyl-ethyl)phenyl]acetyl]amino]-N-[1-(trifluoromethyl)cyclopropyl]pyridine-2-carboxamide FC1=C(C=C(C(=C1)[C@H](CO)C)O)CC(=O)NC1=CC(=NC=C1)C(=O)NC1(CC1)C(F)(F)F |r|